decyl-dimethyl-(ethylbenzyl)ammonium chloride [Cl-].C(CCCCCCCCC)[N+](C(C1=CC=CC=C1)CC)(C)C